C1(CCC1)N1N=CC=2C(NCCOC21)=O 1-cyclobutyl-6,7-dihydro-1H-pyrazolo[4,3-f][1,4]oxazepin-4(5H)-one